1-(3-(6-chloro-7-fluoro-3-(1H-imidazol-1-yl)-5-methoxy-1-methyl-1H-indol-2-yl)-1H-1,2,4-triazol-5-yl)-2-methoxyethan-1-one ClC1=C(C=C2C(=C(N(C2=C1F)C)C1=NNC(=N1)C(COC)=O)N1C=NC=C1)OC